3-bromo-4-hydroxyphenylpropanone BrC=1C=C(C=CC1O)CC(C)=O